NCC(=O)N1C(CN(CC1C)CC1=CC=CC=C1)C(=O)OC methyl 1-(2-aminoacetyl)-4-benzyl-6-methyl-piperazine-2-carboxylate